N1(CCOCC1)C1=NC(=NC(N1C1=CC=C(C=C1)C)NC=1C=NC=CC1)N 6-Morpholin-4-yl-N-pyridin-3-yl-N1-p-tolyl-[1,3,5]triazine-2,4-diamine